tert-butyl (R)-(7-(trifluoromethyl)chroman-4-yl)carbamate FC(C1=CC=C2[C@@H](CCOC2=C1)NC(OC(C)(C)C)=O)(F)F